COC1=C(C=C(C=N1)C1=CC=C2C(=NNC2=C1)C(=O)NC)C(NC12CC3(CC(CC(C1)C3)C2)C2=CC=CC=C2)=O 6-{6-methoxy-5-[(3-phenyl-adamantan-1-yl)carbamoyl]-pyridin-3-yl}-N-methyl-1H-indazole-3-carboxamide